ClC1=CC=C2C=C(C(N(C2=C1)CC1=NC=CC=C1)=O)C(=O)[O-] 7-chloro-2-oxo-1-(pyridin-2-ylmethyl)-1,2-dihydroquinoline-3-carboxylate